(R)-2-(2-(1-((4-fluoro-3-methylphenyl)carbamoyl)-2-methyl-5,6,7,8-tetrahydroindolizin-3-yl)-2-oxoacetamido)-3,3-dimethylbutanoic acid FC1=C(C=C(C=C1)NC(=O)C=1C(=C(N2CCCCC12)C(C(=O)N[C@@H](C(=O)O)C(C)(C)C)=O)C)C